BrC1=C2CCCN(C2=CC=C1)C1=NN=C2N1C1=CC=C(C=C1C=C2)F (5-bromo-3,4-dihydroquinolin-1(2H)-yl)-7-fluoro-[1,2,4]Triazolo[4,3-a]Quinoline